ClC1=C(C(=O)N2COC3=C(C2)C=CC=C3C3=CC(=C(C(=O)O)C=C3F)N3C2COCC3CC2)C(=CC(=C1)N1C[C@@H](N[C@H](C1)C)C)Cl |&1:41| 4-[3-[2,6-Dichloro-4-[(3S,SR)-3,5-dimethylpiperazin-1-yl]benzoyl]-2,4-dihydro-1,3-benzoxazin-8-yl]-5-fluoro-2-(3-oxa-8-azabicyclo[3.2.1]octan-8-yl)benzoic acid